(2-Fluorophenyl)-7-methoxyquinazolin-4-amine FC1=C(C=CC=C1)C1=NC2=CC(=CC=C2C(=N1)N)OC